3-fluoro-N-(2-((5-methoxy-6-((1S,3R)-3-methyl-2-(2,2,2-trifluoroethyl)-2,3,4,9-tetrahydro-1H-pyrido[3,4-b]indol-1-yl)pyridin-2-yl)oxy)ethyl)propan-1-amine FCCCNCCOC1=NC(=C(C=C1)OC)[C@H]1N([C@@H](CC2=C1NC1=CC=CC=C21)C)CC(F)(F)F